The molecule is an L-alpha-amino acid zwitterion obtained by transfer of a proton from the carboxy to the amino group of 4-chloro-L-lysine It is a conjugate base of a 4-chloro-L-lysinium. It is a tautomer of a 4-chloro-L-lysine. C(CN)C(C[C@@H](C(=O)[O-])[NH3+])Cl